5-(4-(4-phenoxyphenyl)piperazin-1-yl)-2-(pyridin-2-yl)-4,5,6,7-tetrahydro-2H-indazol O(C1=CC=CC=C1)C1=CC=C(C=C1)N1CCN(CC1)C1CC2=CN(N=C2CC1)C1=NC=CC=C1